The molecule is a hopanoid that is hopan-3-one substituted by an epoxy group across positions 17 and 21. It has been isolated from the bark of Cupania cinerea. It has a role as a plant metabolite. It is a hopanoid, a cyclic terpene ketone and an epoxide. CC(C)[C@@]12CC[C@]3([C@@]1(O2)CC[C@@]4([C@@H]3CC[C@H]5[C@]4(CC[C@@H]6[C@@]5(CCC(=O)C6(C)C)C)C)C)C